CC1N(C=CC(C1)=O)C(=O)OCCCC Butyl 2-methyl-4-oxo-3,4-dihydropyridine-1(2H)-carboxylate